C(C)C1(COC1)COCC(C)OCC1(COC1)CC 1,2-bis[(3-ethyloxetan-3-yl)methoxy]propane